4-(6-(2,9-diazaspiro[5.5]undecan-2-yl)pyridin-3-yl)-6-ethoxy-1H-pyrazolo[3',4':3,4]pyrazolo[1,5-a]pyridine C1N(CCCC12CCNCC2)C2=CC=C(C=N2)C=2C=1N(C=C(C2)OCC)N=C2C1C=NN2